tert-butyl 4-(4-carbamoyl-2-methyl-1,3-benzoxazol-7-yl)piperazine-1-carboxylate C(N)(=O)C1=CC=C(C2=C1N=C(O2)C)N2CCN(CC2)C(=O)OC(C)(C)C